5-(8-fluoro-3-methylimidazo[1,2-a]pyridin-6-yl)-N-(trans-4-morpholinocyclohexyl)-7H-pyrrolo[2,3-d]pyrimidin-4-amine FC=1C=2N(C=C(C1)C1=CNC=3N=CN=C(C31)N[C@@H]3CC[C@H](CC3)N3CCOCC3)C(=CN2)C